C(C)(C)(C)N(C(O)=O)C=1C=C2C(=NN(C2=CC1)C)C1=CCC(CC1)(F)F.ClC1=C(C=CC=C1)CC(=O)NC1=CC(=C(C=C1)C1=CC(=CC(=C1)C(C)(C)O)F)S(N)(=O)=O 2-(2-Chlorophenyl)-N-[3'-fluoro-5'-(2-hydroxypropan-2-yl)-2-sulfamoylbiphenyl-4-yl]acetamide tert-butyl-(3-(4,4-difluorocyclohex-1-ene-1-yl)-1-methyl-1H-indazole-5-yl)carbamate